Lithium Borat tert-butyl-((1-(5-methyl-7H-pyrrolo[2,3-d]pyrimidin-4-yl)piperidin-4-yl)methyl)carbamate C(C)(C)(C)N(C([O-])=O)CC1CCN(CC1)C=1C2=C(N=CN1)NC=C2C.B(O)(O)O.[Li+]